N-[1-benzyl-4-(p-tolyl)pyrazol-3-yl]benzenesulfonamide C(C1=CC=CC=C1)N1N=C(C(=C1)C1=CC=C(C=C1)C)NS(=O)(=O)C1=CC=CC=C1